C1(=CC=CC=C1)[C@@H]1N(CCC1)C1=CC=CC=C1 (R)-diphenylpyrrolidine